(3-amino-4-(pyrrolidin-1-yl)phenyl)(1-(4-chlorophenyl)-2,5-dimethyl-1H-pyrrol-3-yl)methanone tert-butyl-2-((4-bromo-6-cyano-2-methylpyridin-3-yl)carbamoyl)azetidine-1-carboxylate C(C)(C)(C)OC(=O)N1C(CC1)C(NC=1C(=NC(=CC1Br)C#N)C)=O.NC=1C=C(C=CC1N1CCCC1)C(=O)C1=C(N(C(=C1)C)C1=CC=C(C=C1)Cl)C